ClC1=CC2=C(N(C(N=C2O)=O)C=2C(=NC=CC2C)C(C)C)N=C1C1=C(C=CC=C1)F (M)-6-Chloro-7-(2-fluorophenyl)-4-hydroxy-1-(2-isopropyl-4-methylpyridin-3-yl)pyrido[2,3-d]pyrimidin-2(1H)-one